[C@@H]12N(C[C@@H](CC1)C2)CC(=O)NC=2C=NC(=C(C2)[N+](=O)[O-])C 2-((1R,4S)-2-azabicyclo[2.2.1]heptan-2-yl)-N-(6-methyl-5-nitropyridin-3-yl)acetamide